2-[4-[5-Amino-4-cyano-1-(2-deuterio-2,2-difluoro-1-methylethyl)pyrazol-3-yl]phenyl]propanoic acid NC1=C(C(=NN1C(C(F)(F)[2H])C)C1=CC=C(C=C1)C(C(=O)O)C)C#N